C(C1=CC=CC=C1)OC[C@]1(N(CCC1)C)C(=O)OC methyl (2S)-2-(benzyloxymethyl)-1-methyl-pyrrolidine-2-carboxylate